7-amino-N-{2-[3-amino-4-(2-methoxyethoxy)pyrrolidin-1-yl]-5,6,7,8-tetrahydroquinolin-6-yl}-3-methylthieno[2,3-b]pyrazine-6-carboxamide NC1=C(SC2=NC(=CN=C21)C)C(=O)NC2CC=1C=CC(=NC1CC2)N2CC(C(C2)OCCOC)N